FC(F)(F)C=1C(=C(C=CC1)S)C(F)(F)F bis(trifluoromethyl)thiophenol